FC(C1=CC(=NO1)COC1=CC=C2C=C(NC2=C1)CNC(=O)C1(CC1)C)(F)F N-[(6-{[5-(trifluoromethyl)-3-isoxazolyl]methoxy}-2-indolyl)methyl]1-methylcyclopropanecarboxamide